N-(2-(3-chloro-1-(2-methoxypropyl)-1H-pyrazol-4-yl)pyrimidin-4-yl)-5-isopropyl-8-((2R,3S)-2-methyl-3-((methylsulfonyl)methyl)azetidin-1-yl)isoquinolin-3-amine ClC1=NN(C=C1C1=NC=CC(=N1)NC=1N=CC2=C(C=CC(=C2C1)C(C)C)N1[C@@H]([C@H](C1)CS(=O)(=O)C)C)CC(C)OC